CCCCCC(C)(C)C neononane